creatine citrate salt C(CC(O)(C(=O)O)CC(=O)O)(=O)O.O=C(O)CN(C)C(N)=N